phenyl-piperazine-1-carboxylate C1(=CC=CC=C1)OC(=O)N1CCNCC1